(2S,3S,4S,5R)-4-[[3-(3-chloro-4-fluoro-2-methoxy-phenyl)-5-methyl-5-(trifluoromethyl)tetrahydrofuran-2-carbonyl]amino]-N-methyl-pyridine-2-carboxamide ClC=1C(=C(C=CC1F)[C@H]1[C@H](O[C@](C1)(C(F)(F)F)C)C(=O)NC1=CC(=NC=C1)C(=O)NC)OC